2-[8-(hydroxymethyl)-3-[(3R)-1-methyl-3-piperidyl]pyrido[2,3-b]pyrazin-6-yl]-3,5-dimethyl-phenol OCC1=CC(=NC2=NC(=CN=C21)[C@H]2CN(CCC2)C)C2=C(C=C(C=C2C)C)O